C(CC)N1CCC[C@@H]2CC3=C(C[C@@H]12)C=CC(=C3O[C@H]3[C@@H]([C@H]([C@@H]([C@H](O3)CO)O)O)O)O[C@H]3[C@@H]([C@H]([C@@H]([C@H](O3)CO)O)O)O (2R,2'R,3S,3'S,4S,4'S,5R,5'R,6S,6'S)-6,6'-(((4aR,10aR)-1-propyl-1,2,3,4,4a,5,10,10a-octahydrobenzo[g]quinoline-6,7-diyl)bis(oxy))bis(2-(hydroxymethyl)tetrahydro-2H-pyran-3,4,5-triol)